alanine-tert.-butylester C(C)(C)(C)OC([C@@H](N)C)=O